FC(N1N=CC(=C1)C1=C(C=C(C=C1)NC(CC1=C(C=CC=C1)C(F)(F)F)=O)S(N)(=O)=O)F N-{4-[1-(difluoromethyl)-1H-Pyrazol-4-yl]-3-sulfamoylphenyl}-2-[2-(trifluoromethyl)phenyl]Acetamide